O1C(OCC1)/C=C/C1(CCC(CC1)(C)C)O (E)-1-(2-(1,3-dioxolan-2-yl)vinyl)-4,4-dimethylcyclohexan-1-ol